3-(3-oxa-8-azabicyclo[3.2.1]octan-8-ylmethyl)-5-chloro-4-methylaniline C12COCC(CC1)N2CC=2C=C(N)C=C(C2C)Cl